BrC1=C(C=C(C(=O)N2CC=3N(CC2)C(N(C3C(=O)NCC3=C(C=CC=C3)N3N=CC(=C3)F)C3=CC=C(C=C3)OC3CC3)=O)C=C1)Cl 7-(4-bromo-3-chloro-benzoyl)-2-[4-(cyclopropoxy)phenyl]-N-[[2-(4-fluoropyrazol-1-yl)phenyl]methyl]-3-oxo-6,8-dihydro-5H-imidazo[1,5-a]pyrazine-1-carboxamide